2-benzyl-2-(((2R,3S,4R,5R)-5-(2-chloro-6-(phenethylamino)-9H-purin-9-yl)-3-ethynyl-3,4-dihydroxytetrahydrofuran-2-yl)methoxy)malonic acid C(C1=CC=CC=C1)C(C(=O)O)(C(=O)O)OC[C@H]1O[C@H]([C@@H]([C@@]1(O)C#C)O)N1C2=NC(=NC(=C2N=C1)NCCC1=CC=CC=C1)Cl